ClC1=NC=CC(=C1F)B1OC(C(O1)(C)C)(C)C 2-chloro-3-fluoro-4-(4,4,5,5-tetramethyl-1,3,2-dioxaborolan-2-yl)pyridine